(2S,4R)-5-allyl-4-((tert-butyldimethylsilyl)oxy)pyrrolidine-2-carboxylic acid methyl ester COC(=O)[C@H]1NC([C@@H](C1)O[Si](C)(C)C(C)(C)C)CC=C